2-chloro-3-(3-fluorophenyl)-5-(3-methoxy-1-(1-methylpiperidin-4-yl)-1H-pyrazol-4-yl)-1H-pyrrolo[2,3-b]pyridine ClC1=C(C=2C(=NC=C(C2)C=2C(=NN(C2)C2CCN(CC2)C)OC)N1)C1=CC(=CC=C1)F